NC1=CC(=C2C(N(CCCCCC(C3=NN=C(C1=N2)O3)(C(F)(F)F)O)C3CC(C3)(F)F)=O)C#N 17-Amino-12-(3,3-difluorocyclobutyl)-6-hydroxy-13-oxo-6-(trifluoromethyl)-19-oxa-3,4,12,18-tetrazatricyclo[12.3.1.12,5]nonadeca-1(18),2,4,14,16-pentaene-15-carbonitrile